8-(4-(2-(1,6-diazaspiro[3.3]heptan-6-yl)ethoxy)-2-chlorophenyl)-9-benzyl-6-(1-methylcyclopropoxy)-9H-purine N1CCC12CN(C2)CCOC2=CC(=C(C=C2)C=2N(C1=NC=NC(=C1N2)OC2(CC2)C)CC2=CC=CC=C2)Cl